6-(4-bromo-2,6-dichlorophenoxy)-4-isopropyl-3-meth-oxypyridazine BrC1=CC(=C(OC2=CC(=C(N=N2)OC)C(C)C)C(=C1)Cl)Cl